benzyl (rac)-3-(4-methyl-7-nitro-3-oxo-3,4-dihydro-2H-benzo[b][1,4]oxazin-2-yl)propanoate CN1C2=C(O[C@@H](C1=O)CCC(=O)OCC1=CC=CC=C1)C=C(C=C2)[N+](=O)[O-] |r|